C(C)OC1=C(C(=CC=C1)F)F 2,3-difluorophenyl ethyl ether